(6-chloro-3-(methylthio)naphthalen-2-yl)boronic acid ClC=1C=C2C=C(C(=CC2=CC1)B(O)O)SC